2-((2-nitrophenyl)diazenyl)-4-(2,4,4-trimethylpent-2-yl)phenol [N+](=O)([O-])C1=C(C=CC=C1)N=NC1=C(C=CC(=C1)C(C)(CC(C)(C)C)C)O